C(C)OC(=O)C1(CC1)C1=C(C=NC=C1)N 1-(3-amino-4-pyridinyl)cyclopropanecarboxylic acid ethyl ester